BrC=1SC2=C(N1)C=C(C(=C2)O[C@H]2[C@@H](CCCC2)O)F trans-2-((2-bromo-5-fluorobenzo[d]thiazol-6-yl)oxy)cyclohexanol